1-[4-(cyanomethyl)-1-(2-phenylacetyl)-4-piperidyl]-3-(cyclopropanecarbonylamino)pyrazole-4-carboxamide C(#N)CC1(CCN(CC1)C(CC1=CC=CC=C1)=O)N1N=C(C(=C1)C(=O)N)NC(=O)C1CC1